NC=1N=NC(=CC1C1=CC(=NC=C1)N1CCC(CC1)=O)C1=C(C=CC=C1)O 1-(4-(3-amino-6-(2-hydroxyphenyl)pyridazin-4-yl)pyridin-2-yl)piperidin-4-one